2-hydroxy-3-(palmitoyloxy)propyl docosanoate C(CCCCCCCCCCCCCCCCCCCCC)(=O)OCC(COC(CCCCCCCCCCCCCCC)=O)O